N1=CC=C(C=C1)C1=NNC2=CC=C(C=C12)N[C@@H]1CCCC2=CC(=CC=C12)C#N (1R)-1-[[3-(4-Pyridyl)-1H-indazol-5-yl]amino]tetralin-6-carbonitrile